ClC1=C(C=CC(=C1)C(F)(F)F)NC(CN1C=2N(C(C3=C1CCC31CCN(CC1)C(C1=NC=CC=C1O)=O)=O)N=C(N2)N2CCOCC2)=O N-(2-Chloro-4-(trifluoromethyl)phenyl)-2-(1'-(3-hydroxypicolinoyl)-2-morpholino-8-oxo-5,8-dihydrospiro[cyclopenta[d][1,2,4]triazolo[1,5-a]pyrimidine-7,4'-piperidin]-4(6H)-yl)acetamide